N-(5-Bromo-2-(4-(dimethylamino)piperidin-1-yl)pyridin-3-yl)cyclopropanesulfonamide BrC=1C=C(C(=NC1)N1CCC(CC1)N(C)C)NS(=O)(=O)C1CC1